N-methyl-thiazole fluoride [F-].CN1CSC=C1